F[C@@H]1CN(C[C@H]1OC)S(=O)(=O)C=1C=CC(=C(C1)C1=CN=C2C(=NC=NN21)N)C 7-(5-(((3R,4R)-3-fluoro-4-methoxypyrrolidin-1-yl)sulfonyl)-2-methylphenyl)imidazo[2,1-f][1,2,4]triazin-4-amine